N-[5-(3-carbamoyl-4-fluorophenyl)-4-fluoro-2-[rac-(3R)-3,4-dimethylpiperazin-1-yl]phenyl]-4-(difluoromethyl)-6-oxo-1H-pyridine-3-carboxamide C(N)(=O)C=1C=C(C=CC1F)C=1C(=CC(=C(C1)NC(=O)C1=CNC(C=C1C(F)F)=O)N1C[C@H](N(CC1)C)C)F |r|